3-fluoro-1-((2-(trimethylsilyl)ethoxy)methyl)-7-vinyl-1H-pyrrolo[3,2-b]pyridine-5-carboxylic acid methyl ester COC(=O)C1=CC(=C2C(=N1)C(=CN2COCC[Si](C)(C)C)F)C=C